OC\C=C/C=1C=CC=C2C=CN=C(C12)N(C(C1=CC=C(C=C1)C=1N=NN(C1)C)=O)[C@H]1CNCCC1 (R,Z)-N-(8-(3-hydroxyprop-1-en-1-yl)isoquinolin-1-yl)-4-(1-methyl-1H-1,2,3-triazol-4-yl)-N-(piperidin-3-yl)benzamide